(S)-2-(6-(4-(2-azidoacetyl)piperazin-1-yl)-4-(3-((4-methyl-4H-1,2,4-triazol-3-yl)methyl)oxetan-3-yl)pyridin-2-yl)-6-((3-methylpiperidin-1-yl)methyl)-4-(trifluoromethyl)isoindolin-1-one N(=[N+]=[N-])CC(=O)N1CCN(CC1)C1=CC(=CC(=N1)N1C(C2=CC(=CC(=C2C1)C(F)(F)F)CN1C[C@H](CCC1)C)=O)C1(COC1)CC1=NN=CN1C